tert-butyl (2,4,5,6-tetrahydrocyclopenta[c]pyrazol-5-yl)-carbamate N=1NC=C2C1CC(C2)NC(OC(C)(C)C)=O